P([O-])([O-])([O-])=S.[Li+].[Li+].[Li+] lithium thiophosphorate